Dioxolo[4',5':4,5]Benzo[1,2-c]Chromen-6-one C1=C2C3=C(C(OC2=CC=C1)=O)C=C1C(=C3)OCO1